(4-aminophenyl)(thiazol-2-yl)methanol NC1=CC=C(C=C1)C(O)C=1SC=CN1